O=C1NC(CCC1N1C(C2=CC=CC(=C2C1)C#CCCC=1C(=NC=C(C1)C=1N=CC2=C(C=CC=C2C1)C1=CC(=CC=2NC(C[C@H](NC21)C)=O)CC)C(=O)N)=O)=O (4-(2-(2,6-Dioxopiperidin-3-yl)-1-oxoisoindolin-4-yl)but-3-yn-1-yl)-5-(8-((R)-8-ethyl-4-methyl-2-oxo-2,3,4,5-tetrahydro-1H-benzo[b][1,4]diazepin-6-yl)isoquinolin-3-yl)picolinamide